(S)-quinuclidin-3-yl (6-(2-fluorophenyl)-1,2,3,4-tetrahydronaphthalen-1-yl)carbamate FC1=C(C=CC=C1)C=1C=C2CCCC(C2=CC1)NC(O[C@@H]1CN2CCC1CC2)=O